4-(2-{1,8-diazaspiro[4.5]decan-8-yl}-5-(4-methylphenyl)pyrimidin-4-yl)benzonitrile N1CCCC12CCN(CC2)C2=NC=C(C(=N2)C2=CC=C(C#N)C=C2)C2=CC=C(C=C2)C